N-(1-cyanopyrrolidin-3-yl)-2-phenylquinoline-4-carboxamide C(#N)N1CC(CC1)NC(=O)C1=CC(=NC2=CC=CC=C12)C1=CC=CC=C1